C(C)(C)(C)OC(=O)NCC1=CC=C(C=C1)NC(=O)[C@H]1N2C(N([C@H](C=C1C)C2)O[C@@H](C(=O)[O-])F)=O (2R)-2-(((2s,5R)-2-((4-(((tert-butoxycarbonyl) amino) methyl) phenyl)-carbamoyl)-3-methyl-7-oxo-1,6-diazabicyclo[3.2.1]oct-3-en-6-yl) oxy)-2-fluoroacetate